1-(4-(4-amino-7-cyclopropyl-7H-pyrrolo[2,3-d]pyrimidin-5-yl)benzofuran-7-yl)-3-(5-(1-(trifluoromethyl)cyclopropyl)-isoxazol-3-yl)urea NC=1C2=C(N=CN1)N(C=C2C2=CC=C(C1=C2C=CO1)NC(=O)NC1=NOC(=C1)C1(CC1)C(F)(F)F)C1CC1